FC=1C(=C(C=CC1)[C@H]1N(CCC1)C=1C(=NC=CN1)C(=O)N[C@H](C)\C=C\S(=O)(=O)C)OC ((S)-2-(3-Fluoro-2-methoxyphenyl)pyrrolidin-1-yl)-N-((R,E)-4-(methylsulfonyl)but-3-en-2-yl)pyrazine-2-carboxamide